COC1=C2C(=NC(=C1)C1=C(C=C3C(CCO3)=C1O)C)N=C(O2)N[C@H]2CN(CCC2)CCO[Si](C)(C)C(C)(C)C 5-[7-methoxy-2-[[(3R)-1-[2-[tert-butyl(dimethyl)silyl]oxyethyl]-3-piperidyl]amino]oxazolo[4,5-b]pyridin-5-yl]-6-methyl-2,3-dihydrobenzofuran-4-ol